2-hydroxy-2-methyl-1-[4-(1-methylvinyl)phenyl]benzophenone OC1(C(C(=O)C2=CC=CC=C2)(C=CC=C1)C1=CC=C(C=C1)C(=C)C)C